NC1=NC=NN2C1=C(C=C2C=2C=C(C(=C(C(=O)N[C@@H]1CN(C[C@@H]1F)C([C@@](C(F)(F)F)(C)O)=O)C2)Cl)C)C(F)(F)F 5-[4-amino-5-(trifluoromethyl)pyrrolo[2,1-f][1,2,4]triazin-7-yl]-2-chloro-N-[(3R,4S)-4-fluoro-1-[(2R)-3,3,3-trifluoro-2-hydroxy-2-methylpropanoyl]pyrrolidin-3-yl]-3-methylbenzamide